N-{3-fluoro-5-[(1r,3s)-3-methyl-1-(4-methyl-1,2,4-triazol-3-yl)cyclobutyl]phenyl}-3,3-dimethyl-2H-furo[3,2-b]pyridine-5-carboxamide FC=1C=C(C=C(C1)C1(CC(C1)C)C1=NN=CN1C)NC(=O)C1=CC=C2C(=N1)C(CO2)(C)C